C(C)(C)(C)N1N=CC(=C1)C1=CC(=NC=C1)N(C(=O)[C@@H]1CC[C@H](CC1)CC(=O)O)CC12CCC(CC1)(CC2)C2=CC(=C(C=C2)OC)C trans-2-(4-((4-(1-(tert-Butyl)-1H-pyrazol-4-yl)pyridin-2-yl)((4-(4-methoxy-3-methylphenyl)bicyclo[2.2.2]octan-1-yl)methyl)carbamoyl)cyclohexyl)acetic acid